CC1=CC=C(C=C1)CN1C(CCC1=O)CC(=O)OCCOC1=CC=CC=C1 2-phenoxyethyl 2-[1-[(4-methylphenyl)methyl]-5-oxopyrrolidin-2-yl]acetat